C(C)(C)(C)OC(=O)N1CC(C1)CNC1=C(C=NC=C1[N+](=O)[O-])C 3-{[(3-methyl-5-nitropyridin-4-yl)amino]methyl}azetidine-1-carboxylic acid tert-butyl ester